NC1=CC=C(C(=N1)C)CNC(CN1C(C(=NC(=C1C1=CC=CC=C1)Cl)NCCC1=CC=CC=C1)=O)=O N-((6-amino-2-methylpyridin-3-yl)methyl)-2-(5-chloro-2-oxo-3-(phenethylamino)-6-phenylpyrazin-1(2H)-yl)acetamide